N-(bicyclo[2.2.1]heptan-2-yl)-[1,1'-biphenyl]-4-carboxamide C12C(CC(CC1)C2)NC(=O)C2=CC=C(C=C2)C2=CC=CC=C2